4-[[4-[[(1S)-2-hydroxy-1-phenyl-ethyl]amino]-5-(1H-tetrazol-5-yl)pyrimidin-2-yl]-amino]-N,2-dimethyl-benzamide OC[C@H](C1=CC=CC=C1)NC1=NC(=NC=C1C1=NN=NN1)NC1=CC(=C(C(=O)NC)C=C1)C